FC1=C(C(=C(C=C1OC)OC)F)N1C(N(C2=C(C1)C=NC(=C2)C=2C(=NN(C2)C)C)C2=CN=NC=C2)=O 3-(2,6-difluoro-3,5-dimethoxyphenyl)-7-(1,3-dimethyl-1H-pyrazol-4-yl)-1-(pyridazin-4-yl)-3,4-dihydropyrido[4,3-d]pyrimidin-2(1H)-one